NC=1C=C(C=CC1F)C(CCC1CC1)N[S@@](=O)C(C)(C)C (S)-N-(1-(3-amino-4-fluorophenyl)-3-cyclopropylpropyl)-2-methylpropane-2-sulfinamide